N-Boc-1,2-cyclohexanediamine C(=O)(OC(C)(C)C)NC1C(CCCC1)N